hexanehexaol C(C(C(CCC)O)(O)O)(O)(O)O